3,5-dimethyl-N-nitro-1,3,5-tri-azinan CN1CN(CN(C1)C)[N+](=O)[O-]